NC1=CC(C(NC1=NC=1C(=NN2C1C=CC(=C2C)C)NCCCN2CCN(CC2)C)=NC=2C(=NN1C2C=CC(=C1C)C)NCCCN1CCN(CC1)C)=N N3,N3'-(5-amino-3-iminopyridine-2,6(1H,3H)-diylidene)bis{6,7-dimethyl-N2-[3-(4-methylpiperazin-1-yl)propyl]pyrazolo[1,5-a]pyridine-2,3-diamine}